tert-butyl N-[5-[3-[2-(2,6-dioxo-3-piperidyl)-1,3-dioxo-isoindolin-4-yl]prop-2-ynoxy]pentyl]-N-methyl-carbamate O=C1NC(CCC1N1C(C2=CC=CC(=C2C1=O)C#CCOCCCCCN(C(OC(C)(C)C)=O)C)=O)=O